(S)-1'-(3-(2-chloro-3-methylphenyl)imidazo[1,5-a]pyrazin-8-yl)-5,7-dihydrospiro[cyclopenta[b]pyridine-6,4'-piperidine]-5-amine ClC1=C(C=CC=C1C)C1=NC=C2N1C=CN=C2N2CCC1(CC2)[C@@H](C=2C(=NC=CC2)C1)N